NC1(CC=NC=C1)N 4-amino(pyridine-4-amine)